N(=[N+]=[N-])C(C)(C)C1=C2C=C(N=CC2=C(N=C1)OC)NC1=NC(=NC=C1)C(C)(C)F 5-(2-azidopropan-2-yl)-N-(2-(2-fluoroprop-2-yl)pyrimidin-4-yl)-8-methoxy-2,7-naphthyridin-3-amine